C(C)(=O)OCC(C)C=1C(N(N=C(C1)OC1=C(C=C(C=C1Cl)N1C(C2=CC=CC=C2C1=O)=O)Cl)C)=O 2-(6-(2,6-dichloro-4-(1,3-dioxoisoindolin-2-yl) phenoxy)-2-methyl-3-oxo-2,3-dihydropyridazin-4-yl)propyl acetate